1-(tert-butyl) 2-methyl (2S,4S)-4-(N-(4,4-dimethylcyclohexyl)pivalamido)pyrrolidine-1,2-dicarboxylate CC1(CCC(CC1)N(C(C(C)(C)C)=O)[C@H]1C[C@H](N(C1)C(=O)OC(C)(C)C)C(=O)OC)C